5-((tert-butyldimethylsilyl)methyl)-5-methylbenzo[4,5]imidazo[2,1-a]isoquinolin-6(5H)-one [Si](C)(C)(C(C)(C)C)CC1(C(N2C(C=3C=CC=CC13)=NC1=C2C=CC=C1)=O)C